(3-fluoro-4-((3-(7-(((3S,4R)-3-fluoro-1-methylpiperidin-4-yl)amino)-3-(2,2,2-trifluoroethyl)benzo[b]thiophen-2-yl)prop-2-yn-1-yl)amino)phenyl)dimethylphosphine oxide FC=1C=C(C=CC1NCC#CC1=C(C2=C(S1)C(=CC=C2)N[C@H]2[C@H](CN(CC2)C)F)CC(F)(F)F)P(C)(C)=O